methallyl acetate (methallyl acetate) C(C(C)=C)CC(=O)O.C(C)(=O)OCC(C)=C